(2S,3R,4R,5S)-1-(((R)-1-(benzo[d]oxazol-2-yl)pyrrolidin-3-yl)methyl)-2-(hydroxymethyl)piperidine-3,4,5-triol O1C(=NC2=C1C=CC=C2)N2C[C@H](CC2)CN2[C@H]([C@H]([C@@H]([C@H](C2)O)O)O)CO